C1=CC=C(C=C1)P(C2=CC=CC=C2)C3=CC=C[CH]3.C1=CC=C(C=C1)P(C2=CC=CC=C2)C3=CC=C[CH]3.[Fe] 1,1-Bis(diphenylphosphino)ferrocene